NC/C(/COC1=CC=C(C=C1)S(=O)(=O)CC12CCC(CC1)(C2)C(=O)NC2CCC2)=C\F (E)-4-(((4-((2-(aminomethyl)-3-fluoroallyl)oxy)phenyl)sulfonyl)methyl)-N-cyclobutylbicyclo[2.2.1]heptane-1-carboxamide